FC=1C(NC(N(C1)C1CCC(O1)C=O)=O)=O 5-(5-fluoro-2,4-dioxo-3H-pyrimidin-1-yl)oxolane-2-carbaldehyde